(1S)-1-[4-(6-chloropyridazin-3-yl)morpholin-2-yl]ethanol ClC1=CC=C(N=N1)N1CC(OCC1)[C@H](C)O